((2-hydroxyethyl)azanediyl)bis(heptane-7,1-diyl) bis(4,4-bis(((Z)-non-6-en-1-yl)oxy)butanoate) C(CCCC\C=C/CC)OC(CCC(=O)OCCCCCCCN(CCCCCCCOC(CCC(OCCCCC\C=C/CC)OCCCCC\C=C/CC)=O)CCO)OCCCCC\C=C/CC